C(CCCC)(=O)C1=C(C(=O)O)C=CC=C1.C(C)NCC diethylamine 2-(alpha-n-pentanonyl)benzoate